2-(2-(benzyloxy)ethoxy)ethanol C(C1=CC=CC=C1)OCCOCCO